Acrylamido-N,N,N-trimethylpropan-1-aminium C(C=C)(=O)NC(CC)[N+](C)(C)C